N1=C(C=CC=C1)C#CC=1C=C(C=CC1)NC(=O)C1=CC=C(C=C1)NC(OCC)=O Ethyl (4-((3-(pyridin-2-ylethynyl)phenyl)carbamoyl)phenyl)carbamate